BrC1=CC=CC2=CC3=CC4=CC(=CC=C4C=C3C=C12)Br 4,9-dibromonaphthacene